F[B-](F)(F)F.C(C)N1C=[N+](C=C1)C 1-ethyl-3-Methylimidazolium tetrafluoroborate